4'-acryloyloxybiphenyl-4-carboxylic acid C(C=C)(=O)OC1=CC=C(C=C1)C1=CC=C(C=C1)C(=O)O